4-methyl-5-bromopyridin-3-amine CC1=C(C=NC=C1Br)N